Cis-S-1-propenyl-cysteine C(=C/C)/SC[C@H](N)C(=O)O